O=C(CCC(=O)O)OCC=C 4-oxo-4-prop-2-enoxybutanoic acid